C(C)C1(C(OCC=2C(N3CC=4C(=NC=5C=C(C(=C6C5C4C(CC6)NC(C(C[NH3+])O)=O)C)F)C3=CC21)=O)=O)O 3-((9-ethyl-5-fluoro-9-hydroxy-4-methyl-10,13-dioxo-2,3,9,10,13,15-hexahydro-1H,12H-benzo[de]pyrano[3',4':6,7]indolizino[1,2-b]quinolin-1-yl)amino)-2-hydroxy-3-oxopropan-1-aminium